tert-butyl 4-[4-[3-[2-chloro-3-[[ethyl(methyl) sulfamoyl] amino]-6-fluoro-benzoyl]-1H-pyrrolo[2,3-b]pyridin-5-yl]phenyl]piperazine-1-carboxylate ClC1=C(C(=O)C2=CNC3=NC=C(C=C32)C3=CC=C(C=C3)N3CCN(CC3)C(=O)OC(C)(C)C)C(=CC=C1NS(N(C)CC)(=O)=O)F